CC1CC2C(CC1C(=O)OC1CC3C(CC1)(O3)C)O2 4-epoxy-1-methylcyclohexyl 6-methyl-3,4-epoxycyclohexanecarboxylate